CN(CCC1=CN(C(C2=CC=C(C=C12)C=1C=NNC1C(F)(F)F)=O)C(C)C=1C=C(C(=O)NC)C=CC1)C 3-(1-(4-(2-(dimethylamino)ethyl)-1-oxo-6-(5-(trifluoromethyl)-1H-pyrazol-4-yl)isoquinolin-2(1H)-yl)ethyl)-N-methylbenzamide